(2S,3R)-tert-butyl 2-(benzyloxycarbonylamino)-3-((tert-butoxycarbonylamino)methyl)-6-(4,4,5,5-tetramethyl-1,3,2-dioxaborolan-2-yl)hexanoate C(C1=CC=CC=C1)OC(=O)N[C@H](C(=O)OC(C)(C)C)[C@H](CCCB1OC(C(O1)(C)C)(C)C)CNC(=O)OC(C)(C)C